(R)-2-amino-2-cyclopropyl-N-phenylacetamide hydrochloride Cl.N[C@@H](C(=O)NC1=CC=CC=C1)C1CC1